C(C1=CC=CC=C1)OC[C@H](CO)NC(OC(C)(C)C)=O Tert-butyl (S)-(1-(benzyloxy)-3-hydroxypropan-2-yl)carbamate